C1(CCCCC1)C=1C=CC(=NC1)CN(C(=O)[C@@H]1N(CC1)C(=O)OC(C)(C)C)C1=CC=CC=C1 tert-butyl (R)-2-(((5-cyclohexylpyridin-2-yl)methyl)(phenyl)carbamoyl)azetidine-1-carboxylate